O1CCN(CC1)CCN 2-(morpholino)ethylamine